C/C=C/C/C=C/C methyl-1,4-hexadiene